FC1(C(CNC1)NC1=NC(=CC=C1)C1=CN=C2N1C=C(C=C2)C=2C=NN(C2)CC(C)C)F N-(4,4-difluoropyrrolidin-3-yl)-6-(6-(1-isobutyl-1H-pyrazol-4-yl)imidazo[1,2-a]pyridin-3-yl)pyridin-2-amine